COC1=CC=C(CN(C=2C=3N(C=C(N2)C=2C=C(C#N)C=CC2)N=C(N3)CC3=NC=CC=C3Cl)CC3=CC=C(C=C3)OC)C=C1 3-(8-(bis(4-methoxybenzyl)amino)-2-((3-chloropyridin-2-yl)methyl)-[1,2,4]triazolo[1,5-a]pyrazin-6-yl)benzonitrile